triethylamine trifluoromethanesulfonate FC(S(=O)(=O)O)(F)F.C(C)N(CC)CC